C(C)N1C=NC=C1 1-ethyl-imidazole